(3'R)-3-(benzyloxy)-5',5'-difluoro[1,3'-bipiperidin]-2-one, hydrochloride salt Cl.C(C1=CC=CC=C1)OC1C(N(CCC1)[C@H]1CNCC(C1)(F)F)=O